6-[(2R)-4-(2,4-dichlorobenzoyl)-2-ethylpiperazin-1-yl]-N-[2-(dimethylamino)ethyl]-3-(2-ethoxypyridin-3-yl)-2-fluorobenzamide ClC1=C(C(=O)N2C[C@H](N(CC2)C2=CC=C(C(=C2C(=O)NCCN(C)C)F)C=2C(=NC=CC2)OCC)CC)C=CC(=C1)Cl